BrC1=CC(=NC=C1)NC(CCN1CCNCC1)=O N-(4-bromopyridin-2-yl)-3-(piperazin-1-yl)propionamide